ClC1=CC=C(C=C1)C=1C=C(C(=O)NC(CO)(C)C)C=C(C1)I 3-(4-chlorophenyl)-N-(1-hydroxy-2-methylpropan-2-yl)-5-iodo-benzamide